Cl.N1(CCCC1)C[C@@H](C(=O)O)C(F)(F)F 3-(pyrrolidin-1-yl)-2(S)-trifluoromethylpropionate hydrochloride